C(CCCCCN1CC(N2C1=C(C(=C(C2=O)Cl)CC2=CC=CC1=CC=CC=C21)C2=CC(=CC=C2)C(F)(F)F)C(=O)OC)N2CC(N1C2=C(C(=C(C1=O)Cl)CC1=CC=CC2=CC=CC=C12)C1=CC(=CC=C1)C(F)(F)F)C(=O)OC Dimethyl 1,1'-(hexane-1,6-diyl)bis(6-chloro-7-(naphthalen-1-ylmethyl)-5-oxo-8-(3-(trifluoro methyl)phenyl)-1,2,3,5-tetrahydroimidazo[1,2-a]pyridine-3-carboxylate)